(+)-lactose monohydrate O.OC1[C@H](O)[C@@H](O)[C@H](O[C@H]2[C@H](O)[C@@H](O)[C@@H](O)[C@H](O2)CO)[C@H](O1)CO